(R)-6-(2-hydroxy-4-(trifluoromethyl)phenyl)-5-methyl-3-(piperidin-3-ylthio)pyridazine-4-carbonitrile hydrochloride Cl.OC1=C(C=CC(=C1)C(F)(F)F)C1=C(C(=C(N=N1)S[C@H]1CNCCC1)C#N)C